3-(5-fluoro-1H-benzo[d]imidazol-1-yl)-2-methylpropanamide FC1=CC2=C(N(C=N2)CC(C(=O)N)C)C=C1